C(C1=CC=CC=C1)OC1=NC(=CC=C1C1=C(C=C(C=C1)C#CC1(CCN(CC1)C(=O)OC(C)(C)C)F)F)OCC1=CC=CC=C1 tert-butyl 4-[2-[4-(2,6-dibenzyloxy-3-pyridyl)-3-fluorophenyl]-ethynyl]-4-fluoropiperidine-1-carboxylate